NC1=C(SC(=C1)C1=C(C=C(C=C1)F)F)C(=O)N[C@H]1CN(CCC1)C(=O)OCCCC butyl (R)-3-(3-amino-5-(2,4-difluorophenyl)thiophene-2-carboxamido)piperidine-1-carboxylate